2-(3-(3-ethyl-6-((4-fluoro-2-methoxy-5-nitrophenyl)amino)pyridin-2-yl)-1H-indol-1-yl)acetamide C(C)C=1C(=NC(=CC1)NC1=C(C=C(C(=C1)[N+](=O)[O-])F)OC)C1=CN(C2=CC=CC=C12)CC(=O)N